(±)-trans-2-aminocycloheptanol N[C@H]1[C@@H](CCCCC1)O |r|